4-(3-acrylamidophenylamino)-2-(3-methoxyphenylamino)pyrimidine-5-carboxamide C(C=C)(=O)NC=1C=C(C=CC1)NC1=NC(=NC=C1C(=O)N)NC1=CC(=CC=C1)OC